FC1=CC=C(C=C1)CC(=O)NC1=CC=C(COC(=O)N[C@@H](CO)C(=O)[O-])C=C1 ((4-(2-(4-fluorophenyl)acetamido)benzyloxy)carbonyl)-L-serinate